N1CCCC1 (2S)-pyrrolidin